N1(CCC(CC1)N1C(C2=C(NC=3N=NC(=CC32)C3=C(C=CC=C3)O)CC1)C)C1CCNCC1 2-(6-([1,4'-Bipiperidin]-4-yl)-5-methyl-6,7,8,9-tetrahydro-5H-pyrido[3',4':4,5]pyrrolo[2,3-c]pyridazin-3-yl)phenol